C(#N)C1=CC=C(COC2=C(C=CC(=N2)C2CCN(CC2)CC2=NC3=C(N2C[C@@H]2OCCC2)C=CC=C3)F)C=C1 2-[(4-{6-[(4-Cyanobenzyl)oxy]-5-fluoropyridin-2-yl}piperidin-1-yl)methyl]-1-[(2R)-tetrahydrofuran-2-ylmethyl]-1H-benzimidazol